OC1=CC(=NN1)NC(CC)=O N-(5-hydroxy-1H-pyrazol-3-yl)propanamide